3-(1-benzyl-1'-oxo-1',3',7',8'-tetrahydro-2'H-spiro[piperidine-4,5'-pyrano[3,4-f]isoindol]-2'-yl)piperidine-2,6-dione C(C1=CC=CC=C1)N1CCC2(OCCC3=C2C=C2CN(C(C2=C3)=O)C3C(NC(CC3)=O)=O)CC1